3-cyano-1-ethyl-4-(3-methoxy-2,6-dimethylphenyl)pyrrolo[2,3-b]pyridine-6-carboxamide C(#N)C1=CN(C2=NC(=CC(=C21)C2=C(C(=CC=C2C)OC)C)C(=O)N)CC